FC=1C=C(C=C(C1)OC)[C@@H](CNC([C@@H](C)N1C(C=2N(CC1)C=C(C2)C2=NC(=NC=C2C)NC2CCOCC2)=O)=O)O (R)-N-((S)-(3-Fluoro-5-methoxyphenyl)-2-hydroxyethyl)-2-(7-(5-methyl-2-((tetrahydro-2H-pyran-4-yl)amino)pyrimidin-4-yl)-1-oxo-3,4-dihydropyrrolo[1,2-a]pyrazin-2(1H)-yl)propanamide